p-cyano-4-phenyl-2-butanone Phenylethyl-((R)-amino(methyl)(oxo)-λ6-sulfaneylidene)carbamate C1(=CC=CC=C1)CCOC(N=[S@@](=O)(C)N)=O.C(#N)C1=CC=C(C=C1)CCC(C)=O